C(C)OC(=O)C1=CC(=CC=2SC3=CC=CC=C3C(C12)=O)C(C)(N1CCOCC1)C 1-ethoxycarbonyl-3-(1-methyl-1-morpholino-ethyl)-thioxanthone